alpha-D-mannuronic acid O[C@@H]1[C@@H](O)[C@@H](O)[C@H](O)[C@H](O1)C(=O)O